NC=1C=C(C=CC1O)C(C(=O)OC)C methyl 2-(3-amino-4-hydroxyphenyl)propionate